COC1OCCCC12C(C=C(CC2)C)C methoxy-7,9-dimethyl-2-oxaspiro[5.5]undec-8-ene